N-{4-[(1H-1,3-benzodiazol-2-yl)amino]-4-[3-(trifluoromethyl)phenyl]butan-2-yl}acetamide N1C(=NC2=C1C=CC=C2)NC(CC(C)NC(C)=O)C2=CC(=CC=C2)C(F)(F)F